3-(3-methyl-4-oxo-7-(4-(trifluoromethoxy)phenyl)-3,4-dihydro-5H-imidazo[4,5-c]pyridin-5-yl)azetidine-1-carboxylic acid tert-butyl ester C(C)(C)(C)OC(=O)N1CC(C1)N1C(C2=C(C(=C1)C1=CC=C(C=C1)OC(F)(F)F)N=CN2C)=O